C(OC(C)(C)C)(OCCCC#N)=O tertbutyl 3-cyanopropyl carbonate